5-ethynyl-1-fluoro-4-(4,4,5,5-tetramethyl-1,3,2-dioxaborolan-2-yl)naphthalen-2-carbamate C(#C)C1=C2C(=CC(=C(C2=CC=C1)F)NC(=O)[O-])B1OC(C(O1)(C)C)(C)C